C1(=CC(=CC=C1)C=1C=C(C=CC1)O)O 3,3'-biphenol